(4-formylcyclohexyl)propanal C(=O)C1CCC(CC1)C(C=O)C